NC1=NC=2N(C(C=NC2C(=N1)C=1OC(=CC1)C)=O)CCN1CCN(CC1)C1=CC=CC=C1 2-amino-4-(5-methylfuran-2-yl)-8-(2-(4-phenylpiperazin-1-yl)ethyl)pteridin-7(8H)-one